FC1CN2CCC(C2(C1)CO)=C (6-fluoro-1-methylenetetrahydro-1H-pyrrolizin-7a(5H)-yl)methanol